5-fluoro-4-(3-(2-methoxypropan-2-yl)-2-methyl-2H-indazol-5-yl)-N-(4-((methylsulfonyl)methyl)pyridin-2-yl)pyridin-2-amine FC=1C(=CC(=NC1)NC1=NC=CC(=C1)CS(=O)(=O)C)C1=CC2=C(N(N=C2C=C1)C)C(C)(C)OC